BrC1=CC=C(C=C1)N1C(N(CCC1)C=1SC=C(N1)C)=O 1-(4-bromophenyl)-3-(4-methylthiazol-2-yl)tetrahydropyrimidin-2(1H)-one